C1(CCCC1)N1N=C(C2=CC=C(C=C12)COC1=CC=C(C=C1)[C@H](CC(=O)O)C)C1=C(C=C(C(=C1)F)O)F (S)-3-(4-((1-cyclopentyl-3-(2,5-difluoro-4-hydroxyphenyl)-1H-indazol-6-yl)methoxy)phenyl)butanoic acid